FC=1C=2N(C=C(C1)C1=CNC=3N=C(N=CC31)NC3CC(C3)(C(=O)N(C)C)C)C=CN2 3-((5-(8-fluoroimidazo[1,2-a]pyridin-6-yl)-7H-pyrrolo[2,3-d]pyrimidin-2-yl)amino)-N,N,1-trimethylcyclobutane-1-carboxamide